(R)-6-((1-ethylpiperidin-3-yl)amino)-3-(1-hydroxynaphthalen-2-yl)-4-methyl-1,2,4-triazin-5(4H)-one C(C)N1C[C@@H](CCC1)NC=1C(N(C(=NN1)C1=C(C2=CC=CC=C2C=C1)O)C)=O